FC1=CC=C(C=C1)N1CCN(CC1)C(=O)NC=1N=NC(=CC1)O 4-(4-fluorophenyl)-N-(6-hydroxypyridazin-3-yl)-piperazine-1-carboxamide